4-phenoxyphenyl 3-oxo-8-azabicyclo[3.2.1]octane-8-carbodithioate O=C1CC2CCC(C1)N2C(=S)SC2=CC=C(C=C2)OC2=CC=CC=C2